C1(CC1)[C@H](\C=C\[S@](=O)(=NC)C)NC(=O)C=1C(=NC(=NC1)C(C)(F)F)OC1=CC=CC=C1 |o1:3,6| N-((R or S,E)-1-cyclopropyl-3-((S or R)-N,S-dimethylsulfonimidoyl)allyl)-2-(1,1-difluoroethyl)-4-phenoxypyrimidine-5-carboxamide